ClC1=CC2=C(C=N1)C(=NN2C)I 6-Chloro-3-iodo-1-methyl-1H-pyrazolo[4,3-c]pyridine